CC(C(CN)C1CCCCC1)C(C(CN)C1CCCCC1)(C)C1CCCCC1 3-methyl-4-cyclohexyl-4-methyl-2,5-dicyclohexyl-hexamethylenediamine